ClC1=CC=CC=2C(COC21)NC2=NC=C(C=N2)C(=O)O 2-((7-Chloro-2,3-dihydrobenzofuran-3-yl)amino)pyrimidine-5-carboxylic acid